3-[5-(difluoromethyl)-1,3,4-thiadiazol-2-yl]-1-ethyl-N-[3-(fluoromethyl)oxetan-3-yl]-7-[4-(1-methoxycyclopropanecarbonyl)piperazin-1-yl]-2-oxo-benzimidazole-5-sulfonamide FC(C1=NN=C(S1)N1C(N(C2=C1C=C(C=C2N2CCN(CC2)C(=O)C2(CC2)OC)S(=O)(=O)NC2(COC2)CF)CC)=O)F